COC1=CC=C(CCN2C[C@H](CCC2)C=2NC(N(N2)C2=CC=C(C=C2)OC)=O)C=C1 (s)-5-(1-(4-methoxyphenethyl)piperidin-3-yl)-2-(4-methoxyphenyl)-2,4-dihydro-3H-1,2,4-triazol-3-one